nitrovaline [N+](=O)([O-])N[C@@H](C(C)C)C(=O)O